N-(5-((6-((R)-3-(3-chloro-4-fluorophenyl)isoxazolidine-2-yl)pyrimidine-4-yl)amino)-2-(4-(4-isopropylpiperazine-1-yl)piperidine-1-yl)-4-methoxyphenyl)acrylamide ClC=1C=C(C=CC1F)[C@@H]1N(OCC1)C1=CC(=NC=N1)NC=1C(=CC(=C(C1)NC(C=C)=O)N1CCC(CC1)N1CCN(CC1)C(C)C)OC